2-(4,6-bis(methoxy-d3)pyrimidin-5-yl)-1H-pyrrolo[2,3-c]pyridin-5-amine C(OC1=NC=NC(=C1C1=CC=2C(=CN=C(C2)N)N1)OC([2H])([2H])[2H])([2H])([2H])[2H]